C(C)C(=O)C methyl ethyl ketone